C(C)(C)(C)N1N=C(C=C1NC(OCC1=CC=CC=C1)=O)[C@H]1OC[C@@H](C1)O[Si](C)(C)C(C)(C)C benzyl (1-(tert-butyl)-3-((2S,4R)-4-((tert-butyldimethylsilyl)oxy)tetrahydrofuran-2-yl)-1H-pyrazol-5-yl)carbamate